C(C=C)[NH2+]CCCS(=O)(=O)O N-allyl-N-(3-sulfo-propyl)ammonium